FC(CN1C=NC(=C1C=1C=CC=2N(C1)C(=CN2)F)C2=CC=C(C=C2)F)F 6-(1-(2,2-difluoroethyl)-4-(4-fluoro-phenyl)-1H-imidazol-5-yl)-3-fluoro-imidazo[1,2-a]pyridine